FC1=C(CN2C=NN(C2=O)C2=CC(=C(OC3=C(N=C(S3)C#N)C)C=C2)F)C(=CC=C1)F 5-(4-(4-(2,6-difluorobenzyl)-5-oxo-4,5-dihydro-1H-1,2,4-triazol-1-yl)-2-fluorophenoxy)-4-methylthiazole-2-carbonitrile